5-(furan-3-ylmethyl)pyrimidin O1C=C(C=C1)CC=1C=NC=NC1